C1(=CC=CC=C1)P(C1=CC=C(C=C1)C=1C2=CC=CC=C2C(=C2C=CC=CC12)C1=CC=C(C=C1)[Si](C1=CC=CC=C1)(C1=CC=CC=C1)C1=CC=CC=C1)(C1=CC=CC=C1)=O diphenyl-(4-(10-(4-(triphenylsilyl)phenyl)anthracene-9-yl)phenyl)phosphine oxide